BrC(C(C(=O)OCC)=O)CC1(CC1)CO[Si](C1=CC=CC=C1)(C1=CC=CC=C1)C(C)(C)C ethyl 3-bromo-4-(1-{[(tert-butyldiphenylsilyl)oxy]methyl}cyclopropyl)-2-oxobutanoate